3-[4-[(3,3-Difluoropyrrolidin-1-yl)methyl]anilino]-5-(methylamino)-6-(3-methylimidazo[4,5-c]pyridin-7-yl)pyrazin FC1(CN(CC1)CC1=CC=C(NC=2C=NC(=C(N2)NC)C=2C3=C(C=NC2)N(C=N3)C)C=C1)F